(4-bromo-2-fluorophenyl)diethylphosphine oxide BrC1=CC(=C(C=C1)P(CC)(CC)=O)F